4-[[(2R,3R,4S,5S)-3-(3,4-Difluoro-2-vinyl-phenyl)-4,5-dimethyl-5-(trifluoromethyl)tetrahydrofuran-2-carbonyl]amino]pyridin-2-carboxamid FC=1C(=C(C=CC1F)[C@@H]1[C@@H](O[C@@]([C@H]1C)(C(F)(F)F)C)C(=O)NC1=CC(=NC=C1)C(=O)N)C=C